2-Cyclopropyl-N-(6-(difluoromethyl)pyridin-2-yl)-7-((3-methyltetrahydrofuran-3-yl)methoxy)imidazo[1,2-a]pyridine-6-carboxamide C1(CC1)C=1N=C2N(C=C(C(=C2)OCC2(COCC2)C)C(=O)NC2=NC(=CC=C2)C(F)F)C1